(S)-1-azido-37-oxo-40-(16-phosphonohexadecanamido)-3,6,9,12,15,18,21,24,27,30,33-undecaoxa-36-azahentetracontan-41-oic acid N(=[N+]=[N-])CCOCCOCCOCCOCCOCCOCCOCCOCCOCCOCCOCCNC(CC[C@@H](C(=O)O)NC(CCCCCCCCCCCCCCCP(=O)(O)O)=O)=O